tert-butyl 3-(((4-aminophenyl)amino)methyl)azetidine-1-carboxylate NC1=CC=C(C=C1)NCC1CN(C1)C(=O)OC(C)(C)C